((2S,5S)-9-((4-methoxypyridin-2-yl)ethynyl)-2,3-dihydro-2,5-methanopyrido[3,4-f][1,4]oxazepin-4(5H)-yl)(4-(trifluoromethyl)bicyclo[2.2.1]heptan-1-yl)methanone COC1=CC(=NC=C1)C#CC1=CN=CC=2[C@H]3N(C[C@@H](OC21)C3)C(=O)C32CCC(CC3)(C2)C(F)(F)F